Ethyl (3-(4-fluorophenoxy)benzoyl)glycinate FC1=CC=C(OC=2C=C(C(=O)NCC(=O)OCC)C=CC2)C=C1